CC=1C(=NC(=NC1)NC=1C=NN(C1)C1CCN(CC1)C(=O)C1(CC1)C)C1=CC=C(C(=O)O)C=C1 4-(5-Methyl-2-((1-(1-(1-methylcyclopropanecarbonyl)piperidin-4-yl)-1H-pyrazol-4-yl)amino)pyrimidin-4-yl)benzoic Acid